3-(HYDROXYMETHYL)-2-NONANONE OCC(C(C)=O)CCCCCC